O(C1=CC=CC=C1)C1=CC=C(C(=O)C2=CC=C(C=C2)OC2=CC=CC=C2)C=C1 4,4'-diphenoxy-benzophenone